1-mercapto-1,1-propanediol SC(CC)(O)O